N-(1,1-dimethylsilazepan-4-yl)-2-methoxy-4H-pyrrolo[2,3-d]thiazole-5-carboxamide C[Si]1(NCC(CCC1)NC(=O)C1=CC2=C(N=C(S2)OC)N1)C